C(CCCCCC(C)C)OC(CCCCCCCCCCCCCCCCC)=O Isononylstearat